P1(=O)(OC2=C(C=C(C=C2C)C)C(C2=C(C(=CC(=C2)C)C)O1)C(C)(C)CC(C)(C)C)[O-].[Na+] sodium 2,2'-tert-octylmethylenebis(4,6-dimethylphenyl) phosphate